6-(4,4,5,5-tetramethyl-1,3,2-dioxaborolan-2-yl)bicyclo[4.1.0]heptan-3-one CC1(OB(OC1(C)C)C12CCC(CC2C1)=O)C